1,2-dimethylstilbene CC1(C(C=CC=C1)C)C=CC1=CC=CC=C1